5-(2-(2-fluoro-3,4-bis(2-methoxyethoxy)phenylamino)-5-methylpyrimidin-4-ylamino)benzo[d]oxazol-2(3H)-one trifluoroacetate salt FC(C(=O)O)(F)F.FC1=C(C=CC(=C1OCCOC)OCCOC)NC1=NC=C(C(=N1)NC=1C=CC2=C(NC(O2)=O)C1)C